NC1=NC=C(C2=C1C(=NN2[C@@H]2CN(CC2)C(C=C)=O)C#CC2=C(C(=NC(=C2F)OC)OC)F)CC (S)-1-(3-(4-amino-3-((3,5-difluoro-2,6-dimethoxypyridin-4-yl)ethynyl)-7-ethyl-1H-pyrazolo[4,3-c]pyridin-1-yl)pyrrolidin-1-yl)prop-2-en-1-one